3,4,5,6,6-pentamethyl-hept-3-en-2-one methyl-3-(4-bromophenyl)butyrate COC(CC(C)C1=CC=C(C=C1)Br)=O.CC(C(C)=O)=C(C(C(C)(C)C)C)C